[Si](C1=CC=CC=C1)(C1=CC=CC=C1)(C(C)(C)C)O[C@H](CC(=O)O)CN(C)CCOC (R)-3-((tert-butyldiphenylsilyl)oxy)-4-((2-methoxyethyl)(methyl)amino)butanoic acid